BrC1=C(C=C(C=C1)OC)[C@@H]1[C@H](C1)C(=O)OC |r| rac-methyl (1S*,2S*)-2-(2-bromo-5-methoxyphenyl)cyclopropane-1-carboxylate